[5-(5-chloro-2-methylpyridin-4-yl)-1H-pyrazole-3-carbonyl]piperidine-4-carboxylic acid ClC=1C(=CC(=NC1)C)C1=CC(=NN1)C(=O)N1CCC(CC1)C(=O)O